2-((3-((3-aminopropyl)sulfonamido)propyl)sulfonamido)-N-(2-(2-(3-methoxy-3-oxopropoxy)ethoxy)ethyl)-N,N-dimethylethan-1-aminium 2,2,2-trifluoroacetate FC(C(=O)[O-])(F)F.NCCCS(=O)(=O)NCCCS(=O)(=O)NCC[N+](C)(C)CCOCCOCCC(=O)OC